C(C)C(C1=CC(=C(C(=C1)C(C)(C)C)O)C(C)(C)C)P([O-])([O-])=O.C(C)C(C1=CC(=C(C(=C1)C(C)(C)C)O)C(C)(C)C)P([O-])([O-])=O.[Ca+2].C1(=CC=CC=C1)C=1N=NC(=NN1)[2H].[Ca+2] 3-Phenyl-1,2,4,5-tetrazine-6-d1 calcium bis[monoethyl(3,5-di-tert-butyl-4-hydroxybenzyl)phosphonate]